C1(CC1)COC1=NC(=NC=C1)C1=CC(=C(C(=C1)F)N1CC(CC1)CC(=O)O)F {1-[4-(4-Cyclopropylmethoxy-pyrimidin-2-yl)-2,6-difluoro-phenyl]-pyrrolidin-3-yl}-acetic acid